CYCLOPENTYL-ACETALDEHYDE C1(CCCC1)CC=O